(1R,2S,5S)-6,6-dimethyl-N-((S)-3-oxo-1-((S)-2-oxopyrrolidin-3-yl)-4-(trifluoromethoxy)butan-2-yl)-3-((S)-3,3,3-trifluoro-2-hydroxypropanoyl)-3-azabicyclo[3.1.0]hexane-2-carboxamide CC1([C@H]2CN([C@@H]([C@@H]12)C(=O)N[C@@H](C[C@H]1C(NCC1)=O)C(COC(F)(F)F)=O)C([C@@H](C(F)(F)F)O)=O)C